OB1N(N=CC2=C1C=CC=C2)C(=O)C=2C=C(C=CC2)NS(=O)(=O)C N-(3-(1-hydroxy-1,2-dihydrobenzo[d][1,2,3]diazaborinine-2-carbonyl)-phenyl)methanesulfonamide